C(C)(C)(C)NCC1=CC2=C(C(N(C=C2C(F)(F)F)C2=CC(=CC=C2)C2(CCC2)C2=NN=CN2C)=O)N1 2-((tert-butylamino)methyl)-6-(3-(1-(4-methyl-4H-1,2,4-triazol-3-yl)cyclobutyl)phenyl)-4-(trifluoromethyl)-1,6-dihydro-7H-pyrrolo[2,3-c]pyridin-7-one